N1=CC=CC2=CC=CC(=C12)NCCCC1=CC(=NO1)C(=O)OCC ethyl 5-(3-(quinolin-8-ylamino)propyl)isoxazole-3-carboxylate